((2R,3S,4S,5S)-3-(7-(((1R,2S)-2-(3,4-difluorophenyl)cyclopropyl)amino)-5-(propylsulfanyl)-3H-[1,2,3]triazolo[4,5-d]pyrimidin-3-yl)-4-fluorotetrahydrofuran-2,5-diyl)dimethanol FC=1C=C(C=CC1F)[C@H]1[C@@H](C1)NC=1C2=C(N=C(N1)SCCC)N(N=N2)[C@H]2[C@@H](O[C@H]([C@H]2F)CO)CO